N-(4,5-dichloro-2-fluorophenyl)-3,4-difluoro-6,7,8,9-tetrahydro-5H-6,9-epiminocyclohepta[c]pyridine-10-carboxamide ClC1=CC(=C(C=C1Cl)NC(=O)N1C2CC3=C(C=NC(=C3F)F)C1CC2)F